ClC=1C=C(C=C(C1)CNCCCCOCCOC1=C2C=NNC2=CC(=C1)C=1C=NOC1)CC#N 2-(3-chloro-5-(((4-(2-((6-(isoxazol-4-yl)-1H-indazol-4-yl)oxy)ethoxy)butyl)amino)methyl)phenyl)acetonitrile